[N+](=O)([O-])C1=CC=C(C=C1)C1(CC1)C#N (4-nitrophenyl)cyclopropanecarbonitrile